OC1=C(C=CC=C1)CC(=O)O o-hydroxyphenylacetic acid